4-(benzylthio)-2-methoxybenzenamine C(C1=CC=CC=C1)SC1=CC(=C(C=C1)N)OC